C(C)OC1=C(C(C1=O)=O)NC=1C=CC(=NC1)C(=O)NCCOCCOCCOC1O[C@@H]([C@H]([C@@H]([C@@H]1O)O)O)CO 5-((2-ethoxy-3,4-dioxocyclobut-1-en-1-yl)amino)-N-(2-(2-(2-(((3S,4S,5S,6R)-3,4,5-trihydroxy-6-(hydroxymethyl)tetrahydro-2H-pyran-2-yl)oxy)ethoxy)ethoxy)ethyl)picolinamide